4-(tert-butyl)picolinic acid C(C)(C)(C)C1=CC(=NC=C1)C(=O)O